6-Ethoxy-2-fluoro-4-(4-methoxybenzyloxy)pyrazolo[1,5-a]pyridine C(C)OC=1C=C(C=2N(C1)N=C(C2)F)OCC2=CC=C(C=C2)OC